(3S)-7-((S)-4-acryloyl-2-methylpiperazin-1-yl)-10-(2,4-difluoro-phenyl)-3-((4-(oxetan-3-yl)piperazin-1-yl)-methyl)-9-(trifluoro-methyl)-2H-[1,4]-thiazino[2,3,4-ij]-quinazolin-5(3H)-one C(C=C)(=O)N1C[C@@H](N(CC1)C1=NC(N2C3=C(C(=C(C=C13)C(F)(F)F)C1=C(C=C(C=C1)F)F)SC[C@@H]2CN2CCN(CC2)C2COC2)=O)C